FC=1C=C2C(=CC=NC2=CC1)C1=NNC2=NC(=CN=C21)N2C[C@@H]1[C@]([C@@H]1CC2)(C2=NOC(=C2)C)CN ((1S,6R,7S)-3-(3-(6-fluoroquinolin-4-yl)-1H-pyrazolo[3,4-b]pyrazin-6-yl)-7-(5-methylisoxazol-3-yl)-3-azabicyclo[4.1.0]heptan-7-yl)methanamine